4-[[5-[(3-chlorophenyl)methoxy]-4-methyl-3-pyridyl]methyl]-3-fluoro-pyridin-2-amine ClC=1C=C(C=CC1)COC=1C(=C(C=NC1)CC1=C(C(=NC=C1)N)F)C